CN1CCC(CC1)CNC(=O)C=1C=C(C=C(C(=O)NCCCN(CCCCCCCCC(=O)OC(CC)CCCCC)CCCCCCCCC(=O)OC(CC)CCCCC)C1)C(=O)NCCCN(CCCCCCCCC(=O)OC(CC)CCCCC)CCCCCCCCC(=O)OC(CC)CCCCC tetra(octan-3-yl) 9,9',9'',9'''-((((5-(((1-methylpiperidin-4-yl)methyl)carbamoyl)isophthaloyl)bis(azanediyl))bis(propane-3,1-diyl))bis(azanetriyl))tetranonanoate